sodium (S)-3-(3-(1-methyl-4-oxido-2-oxo-1,2-dihydropyridin-3-yl)ureido)-3-(4-(p-tolyloxy) phenyl)propanoate CN1C(C(=C(C=C1)[O-])NC(N[C@@H](CC(=O)[O-])C1=CC=C(C=C1)OC1=CC=C(C=C1)C)=O)=O.[Na+].[Na+]